2-(2,2-difluoroethoxy)acetic acid ethyl ester C(C)OC(COCC(F)F)=O